dibutoxyethyl-aluminum acetoacetate C(CC(=O)C)(=O)[O-].C(CCC)OC(C[Al+2])OCCCC.C(CC(=O)C)(=O)[O-]